P(OC1=C(C(=C(C=C1)O)C(C)(C)C)C(C[2H])(C)C)(OC1(C=CC(C=C1)(CCCCCCCCC)C(C)C)CCCCCCCCC)[O-] 2-t-butyl-d-(3-t-butyl-4-hydroxy-phenyl) p-isopropyl-p-dinonylphenyl phosphite